2-methyl-9,12,15-trioxa-6-aza-2-silaoctadecane-18-oic acid methyl ester COC(CCOCCOCCOCCNCCC[SiH](C)C)=O